3-thioxoisoindolin-1-one S=C1NC(C2=CC=CC=C12)=O